[N+](=O)([O-])C=1N=C2OC[C@H](CN2C1)OCCCCCCN1CCN(CC1)C(=O)OC(C)(C)C tert-Butyl 4-(6-{[(6S)-2-nitro-5H,6H,7H-imidazo[2,1-b][1,3]oxazin-6-yl]oxy}hexyl)piperazine-1-carboxylate